FC=1C=C2C(=CC=NC2=CC1)NC=1C=C(C(=O)NC2=CC(=CC=C2)OC2=CC=CC=C2)C=CC1 3-(6-fluoroquinolin-4-ylamino)-N-(3-phenoxyphenyl)benzamide